prop-2-en-1-aminium (Z)-3-carboxyacrylate C(=O)(O)\C=C/C(=O)[O-].C(C=C)[NH3+]